OC(=O)C(F)(F)F.N[C@@H]1[C@@H](OCC12CCN(CC2)C2=CC(N(C(=N2)C)C2=C(C(=CC=C2)C)Cl)=O)C 6-((3S,4S)-4-Amino-3-methyl-2-oxa-8-azaspiro[4.5]decan-8-yl)-3-(Sa)-(2-chloro-3-methylphenyl)-2-methylpyrimidin-4(3H)-one TFA salt